BrCC#CC=1C=C2CN(C(C2=CC1)=O)C1C(NC(CC1)=O)=O 3-(5-(3-bromopropynyl)-1-oxoisoindolin-2-yl)piperidine-2,6-dione